FC1=C(C=C(C=C1F)N1N=CC2=CC(=CC=C12)N1CCN(CC1)S(=O)(=O)C(C)C)O 2,3-Difluoro-5-(5-(4-(isoprop-ylsulfonyl)piperazin-1-yl)-1H-indazol-1-yl)phenol